O=C(NCCCC(=O)[O-])CCOCCOCCNC(C(CCC(=O)[O-])NC(CN1CCN(CCN(CCN(CC1)CC(OC(C)(C)C)=O)CC(OC(C)(C)C)=O)CC(=O)OC(C)(C)C)=O)=O 6,16-dioxo-17-(2-(4,7,10-tris(2-(tert-butoxy)-2-oxoethyl)-1,4,7,10-tetraazacyclododecan-1-yl)acetamido)-9,12-dioxa-5,15-diazaicosanedioate